(S)-6-cyclopropyl-7-(5-fluoro-2-hydroxyphenyl)-1-(2-isopropyl-4-methylpyridin-3-yl)-4-(2-Methylpiperazin-1-yl)pyrido[2,3-d]pyrimidin-2(1H)-one C1(CC1)C1=CC2=C(N(C(N=C2N2[C@H](CNCC2)C)=O)C=2C(=NC=CC2C)C(C)C)N=C1C1=C(C=CC(=C1)F)O